3-mercaptopropane-1,2-diol bis(3-mercaptopropionate) SCCC(=O)OCC(CS)OC(CCS)=O